CC(C1=CC=CC=C1)N (-)-alpha-methylbenzylamine